4-((4-acetamidobenzyl)oxy)-3-methylphenyl sulfurofluoridate S(OC1=CC(=C(C=C1)OCC1=CC=C(C=C1)NC(C)=O)C)(=O)(=O)F